The molecule is an L-arginine ester that is methyl L-argininate in which one of the hydrogens attached to the alpha-nitrogen is substituted by a tosyl group. It is a L-arginine ester, a sulfonamide, a methyl ester and a member of guanidines. CC1=CC=C(C=C1)S(=O)(=O)N[C@@H](CCCN=C(N)N)C(=O)OC